Diethyl decane-8,8-dicarboxylate CCCCCCCC(CC)(C(=O)OCC)C(=O)OCC